C(#N)C(C(=O)[O-])=CC1=CC=C(C=C1)O α-cyano-4-hydroxycinnamate